C(C)C1=CC=C(C=C1)C(=O)N1CCNCC1 (4-ethylphenyl)-piperazin-1-yl-methanone